C(C)(C)(C)N1C[C@H]([C@H](CC1)NC1=C2C=C(N(C2=CC=C1)CC(F)(F)F)C1=NOC(=N1)CNC(=O)C=1C=NN(C1)C)F N-{[3-(4-{[(3R,4S)-1-tert-butyl-3-fluoropiperidin-4-yl]amino}-1-(2,2,2-trifluoroethyl)-1H-indol-2-yl)-1,2,4-oxadiazol-5-yl]methyl}-1-methyl-1H-pyrazole-4-carboxamide